2-methyl-2-(1H-pyrazol-5-yl)propionic acid CC(C(=O)O)(C)C1=CC=NN1